N-({5-fluoro-6-[(2-methyl-1,3-oxazol-4-yl)methoxy]-2-indolyl}methyl)1-methylcyclopropanecarboxamide FC=1C=C2C=C(NC2=CC1OCC=1N=C(OC1)C)CNC(=O)C1(CC1)C